methyl 4-(ethyl (2-(methoxycarbonyl) phenyl) amino)-3-nitrobenzoate C(C)N(C1=C(C=C(C(=O)OC)C=C1)[N+](=O)[O-])C1=C(C=CC=C1)C(=O)OC